1-(1-methyl-1,2,3,4-tetrahydroquinolin-7-yl)urea CN1CCCC2=CC=C(C=C12)NC(=O)N